tert-butyl 3-(4-((1-((4-chloro-3-(1-methylcyclopropyl)phenyl)-ethynyl)cyclopropyl)carbamoyl) piperazin-1-yl)-azetidine-1-carboxylate ClC1=C(C=C(C=C1)C#CC1(CC1)NC(=O)N1CCN(CC1)C1CN(C1)C(=O)OC(C)(C)C)C1(CC1)C